7-BROMO-1-CHLORO-3,4-DIHYDRO-NAPHTHALENE-2-CARBALDEHYDE BrC1=CC=C2CCC(=C(C2=C1)Cl)C=O